(5-(thiazol-2-yl)-1,2,4-oxadiazol-3-yl)benzoic acid S1C(=NC=C1)C1=NC(=NO1)C1=C(C(=O)O)C=CC=C1